5-[[(2S)-2-[[(2S)-2-(9H-fluoren-9-ylmethoxycarbonyl-amino)-3-methyl-butyryl]amino]-5-ureido-pentanoyl]amino]-2-(iodomethyl)benzenesulfonic acid C1=CC=CC=2C3=CC=CC=C3C(C12)COC(=O)N[C@H](C(=O)N[C@H](C(=O)NC=1C=CC(=C(C1)S(=O)(=O)O)CI)CCCNC(=O)N)C(C)C